1-(4-{5-[5-fluoro-6-(2-methoxyethoxy)-1H-indazol-3-yl]-1,2-oxazol-3-yl}benzoyl)-3-(pyridin-3-yl)azetidin-3-ol FC=1C=C2C(=NNC2=CC1OCCOC)C1=CC(=NO1)C1=CC=C(C(=O)N2CC(C2)(O)C=2C=NC=CC2)C=C1